(1-((benzyloxy)carbonyl)-4-(((trifluoromethyl)sulfonyl)oxy)cyclohex-3-en-1-yl)methyl benzoate C(C1=CC=CC=C1)(=O)OCC1(CC=C(CC1)OS(=O)(=O)C(F)(F)F)C(=O)OCC1=CC=CC=C1